5-(4-acetoxyphenoxy)-1-tert-butyloxycarbonyl-1H-indole C(C)(=O)OC1=CC=C(OC=2C=C3C=CN(C3=CC2)C(=O)OC(C)(C)C)C=C1